C(CCCCCCCCCCC)N(CCCCCCCCCCCC)C=1C=C(C=CC1)NC(CC)=O N-[3-(N,N-didodecylamino)phenyl]propanamide